C(=O)(O)C=1C(=C(C(=O)NC=2C=CC(=NC2)C(=O)O)C=C(C1)O)O 5-(3-carboxy-2,5-dihydroxybenzamido)picolinic acid